((3R,6S)-1-methyl-6-(trifluoromethyl)piperidin-3-yl)-4-azaspiro[2.5]octane-7-carboxamide CN1C[C@H](CC[C@H]1C(F)(F)F)C1CC12NCCC(C2)C(=O)N